(E)-14-(but-2-enyl)-8,13,13b,14-tetrahydroindolo[2',3':3,4]pyrido[2,1-b]quinazolin-5(7H)-one C(\C=C\C)N1C2N(C(C=3C=CC=CC13)=O)CCC1=C2NC2=CC=CC=C21